O=C1NC(CC[C@@H]1N1C(C2=C3C(C(=CC=C13)CC1=CC=C(CN3CCN(CC3)C3=C(C=C(C#N)C=C3)F)C=C1)=CC=C2)=O)=O (S)-4-(4-(4-((1-(2,6-dioxopiperidin-3-yl)-2-oxo-1,2-dihydrobenzo[cd]indol-6-yl)methyl)benzyl)piperazin-1-yl)-3-fluorobenzonitrile